FC1=C(CN2N=C(C=C2C2=NOC=C2)C2=NC(=C(C(=N2)N)N)N)C=CC=C1 2-(1-(2-fluorobenzyl)-5-(isoxazol-3-yl)-1H-pyrazol-3-yl)-pyrimidine-4,5,6-triamine